(1s,3s)-methyl 1-(3-bromophenyl)-3-hydroxycyclobutane-carboxylate BrC=1C=C(C=CC1)C1(CC(C1)O)C(=O)OC